2-{3-[(2R,6S)-2,6-dimethylmorpholine-4-carbonyl]-5,6-dihydrocyclopenta[c]pyrazol-1(4H)-yl}-1-[4-(2,4,5-trifluorophenyl)piperidin-1-yl]ethan-1-one C[C@@H]1CN(C[C@@H](O1)C)C(=O)C=1C2=C(N(N1)CC(=O)N1CCC(CC1)C1=C(C=C(C(=C1)F)F)F)CCC2